(S)-7-(5-(2-Fluoro-6-methylphenyl)-6-oxo-5,6-dihydro-1H-pyrazolo[4,3-c]pyridazin-3-yl)-10,10a-dihydro-1H-oxazolo[3,4-b]isochinolin-3(5H)-on FC1=C(C(=CC=C1)C)N1N=C2C(=CC1=O)NN=C2C=2C=CC=1C[C@@H]3N(CC1C2)C(OC3)=O